C(C)C=1N=C(N(C1C(=O)O)C)SC.OCCN(CC(=O)O)CCO bis-(2-hydroxyethyl)glycine ethyl-1-methyl-2-(methylthio)-1H-imidazole-5-carboxylate